C(#N)C=1C=C(OCCC2CN(C3=CC=CC=C3C2)C(=O)OC(C)(C)C)C=CC1C tert-butyl 3-(2-(3-cyano-4-methylphenoxy)ethyl)-3,4-dihydroquinoline-1(2H)-carboxylate